ClC=1C=C(C=CC1)[C@@H]1[C@H](C1)C(=O)NC1=NC=NC(=C1)NCC=1N=C2N(C=C(C=C2)C2CC2)C1F (1S,2S)-2-(3-chlorophenyl)-N-(6-(((6-cyclopropyl-3-fluoroimidazolo[1,2-a]pyridin-2-yl)methyl)amino)pyrimidin-4-yl)cyclopropane-1-carboxamide